FC1=CC=CC=2N=C(OC21)C2=CC=C(C=C2)NC(=O)C2CCC2 N-[4-(7-Fluoro-1,3-benzoxazol-2-yl)phenyl]cyclobutancarboxamid